3,11-dichloro-6,11-dihydro-6-methyl-dibenzo[c,f][1,2]thiazepine-5,5-dioxide ClC1=CC2=C(C(C3=C(N(S2(=O)=O)C)C=CC=C3)Cl)C=C1